COC1=NC=C(C=N1)C1=CCC(CC1)C(=O)OCC ethyl 4-(2-methoxypyrimidin-5-yl)cyclohex-3-ene-1-carboxylate